N-[2-(4-hydroxy-1-piperidyl)-5-(trifluoromethyl)-3-pyridyl]-5-pyrazin-2-yl-furan-2-carboxamide OC1CCN(CC1)C1=NC=C(C=C1NC(=O)C=1OC(=CC1)C1=NC=CN=C1)C(F)(F)F